N-[2-fluoro-3-[[7-[(3-fluoro-2-pyridyl)oxy]-4-methyl-2-oxo-chromen-3-yl]methyl]phenyl]ethanesulfonamide FC1=C(C=CC=C1CC=1C(OC2=CC(=CC=C2C1C)OC1=NC=CC=C1F)=O)NS(=O)(=O)CC